vanadium oxychloride aluminum [Al].O(Cl)Cl.[V]